C(C)(C)(C)OC(=O)N[C@@H]([C@H](OC(C)(C)C)C)C(=O)O N-(tert-Butoxycarbonyl)-O-(tert-butyl)-L-threonine